C(C)OC(=O)C1=C(N=C(S1)NC1=NC(=CC(=N1)C1=CC=C(C=C1)C(=O)S1CCNCC1)N1CCC(CC1)O)C 2-[4-[4-(thiomorpholine-1-carbonyl)phenyl]-6-(4-hydroxypiperidin-1-yl)-pyrimidin-2-ylamino]-4-methyl-5-thiazolecarboxylic acid ethyl ester